S1C=NC2=C1C=CC(=C2)NC2=CC=NC1=CC=C(C=C21)C2=C(C=C(C(=O)N1C[C@@H]3[C@H](C1)CN(C3)C(=O)OC(C)(C)C)C=C2)F tert-butyl (3aR,6aS)-5-(4-(4-(benzo[d]thiazol-5-ylamino)quinolin-6-yl)-3-fluorobenzoyl)hexahydropyrrolo[3,4-c]pyrrole-2(1H)-carboxylate